FC1(CC(CCC1)(O)CNC(=O)C=1C=C(N2C=CC=C(C12)C)CCOC)F 3-(2-Methoxy-ethyl)-8-methyl-indolizine-1-carboxylic acid (3,3-difluoro-1-hydroxy-cyclohexylmethyl)-amide